CC1=C(OC(O1)=O)CN1N=CC(=C1)C=1SC=C(N1)C(=O)N 2-(1-((5-methyl-2-oxo-1,3-dioxol-4-yl)methyl)-1H-pyrazol-4-yl)thiazole-4-carboxamide